FC1(CCN(CCC1)C1=NC2=CC(=C(C=C2C=C1C(=O)OCC)F)F)F ethyl 2-(4,4-difluoroazepan-1-yl)-6,7-difluoroquinolin-3-carboxylate